C(C)(C)(C)[C@@]1(N(CCC1)C(=O)C1=CC=2OCCN(C2N=C1)C1=CC=2N(C=C1)C(N(N2)C)=O)C(=O)O tert-butyl-(4-(2-methyl-3-oxo-2,3-dihydro-[1,2,4]triazolo[4,3-a]pyridin-7-yl)-3,4-dihydro-2H-pyrido[3,2-b][1,4]oxazine-7-carbonyl)-L-proline